C(C)(C)(C)C1=CC=C(C=CC2OCCC2)C=C1 2-(4-(tert-butyl)styryl)tetrahydrofuran